2-(3,4-dichlorophenyl)-1-ethyl-6-[(5-methoxy-3-methyl-pyrazol-1-yl)methyl]-4-oxo-pyridine-3-carboxylic acid ClC=1C=C(C=CC1Cl)C=1N(C(=CC(C1C(=O)O)=O)CN1N=C(C=C1OC)C)CC